ClC1=CC=C(CNC(=O)NC2=CC=C(C=C2)OCC2=NC=CC=C2)C=C1 1-(4-chlorobenzyl)-3-(4-(pyridin-2-ylmethoxy)phenyl)urea